Dibenzyl 2-(((((S)-1-(tert-butoxycarbonyl)pyrrolidin-2-yl)methoxy)(hydroxy)phosphoryl)methyl)-pentanedioate C(C)(C)(C)OC(=O)N1[C@@H](CCC1)COP(=O)(O)CC(C(=O)OCC1=CC=CC=C1)CCC(=O)OCC1=CC=CC=C1